C(#N)N1C(=NC2=C1C=CC=C2)C2=CC=C(C=C2)C N-cyano-2-(4-tolyl)benzimidazole